C1(=CC=CC=C1)C1=NC(=CC(=N1)C=1C=C(C=C(C1)N1C2=CC=C(C=C2C=2C=C(C=CC12)C1=CC=CC2=C1SC1=C2C=CC=C1)C1=CC=CC2=C1SC1=C2C=CC=C1)N1C2=CC=C(C=C2C=2C=C(C=CC12)C1=CC=CC2=C1SC1=C2C=CC=C1)C1=CC=CC2=C1SC1=C2C=CC=C1)C1=CC=CC=C1 9,9'-(5-(2,6-diphenylpyrimidin-4-yl)-1,3-phenylene)bis(3,6-bis(dibenzo[b,d]thiophen-4-yl)-9H-carbazole)